cis-13-Eicosenoic acid C(CCCCCCCCCCC\C=C/CCCCCC)(=O)O